N-diethoxyphosphorylbenzoxazol C(C)OP(=O)(OCC)N1COC2=C1C=CC=C2